2,2-bis(3,5-dimethyl-4-carboxycyclohexyl)propane CC1CC(CC(C1C(=O)O)C)C(C)(C)C1CC(C(C(C1)C)C(=O)O)C